C(C)(=O)N1C(C2=CC=C(C=C2C=C1)N1N=C(N(C1=O)CC)COCC1=CC=CC=C1)=O Acetyl-6-(3-((benzyloxy)methyl)-4-ethyl-5-oxo-4,5-dihydro-1H-1,2,4-triazol-1-yl)isoquinolin-1(2H)-one